ClC=1C=C(C=CC1OCC1=CC(=CC=C1)F)NC1=NC2=CC(=C(C=C2C=C1C#N)C(C=CC(=O)N)N(C)C)OCC 4-[[(3-chloro-4-[(3-fluorophenyl)methoxy]phenyl)amino]-3-cyano-7-ethoxy-6-quinolinyl]-4-(dimethylamino)-2-butenamide